(E)-5-bromo-2-hydroxy-3-((1-hydroxy-2-meth-ylpropylimino)methyl)-phenyl isobutyrate C(C(C)C)(=O)OC1=C(C(=CC(=C1)Br)/C=N/C(C(C)C)O)O